COCCCOCC=1C=C2C=C(NC2=C(C1)NC1COC1)C1=CC=CC=C1 5-((3-methoxypropoxy)methyl)-N-(oxetan-3-yl)-2-phenyl-1H-indol-7-amine